FC=1C=C(C=CC1CN1C(=NC=C1)C(C)C)C1=C(SC(=C1)CC(C)C)S(=O)(=O)NC(=O)NCCC 1-{[3-(3-fluoro-4-{[2-(propan-2-yl)-1H-imidazol-1-yl]Methyl}phenyl)-5-(2-methylpropyl)Thien-2-yl]Sulfonyl}-3-propylurea